C1([C@@H](O)[C@H](O)[C@H](O1)CO)N1C(N=CC=C1)=O D-arabinofuranosyl-2(1H)-pyrimidinone